N-((5-chloro-6-(thiazol-4-ylmethoxy)-1H-indol-2-yl)methyl)cyclobutanecarboxamide ClC=1C=C2C=C(NC2=CC1OCC=1N=CSC1)CNC(=O)C1CCC1